3-(4-chlorophenyl)-4-((5-chloropyridin-2-yl)methyl)-1-isopropylpiperazine-2,5-dione ClC1=CC=C(C=C1)C1C(N(CC(N1CC1=NC=C(C=C1)Cl)=O)C(C)C)=O